NCCC(CC[Si](OC)(OC)OC)N 3-Aminoethyl-aminopropyl-trimethoxysilane